N1[C@@H](CCC1)C(=O)[O-].[NH4+] Ammonium prolinate